FC(C(=O)O)(F)F.C12CC(CC(CC1)N2)OC=2C=C1C(=NC=NC1=CC2)NC2=CC(=C(C=C2)OC2=CC=1N(C=N2)N=CN1)C 6-((endo-8-Azabicyclo[3.2.1]octan-3-yl)oxy)-N-(4-([1,2,4]triazolo[1,5-c]pyrimidin-7-yloxy)-3-methylphenyl)quinazolin-4-amine 2,2,2-trifluoroacetate